FC1=CC=C(C=C1)C=CC(=O)C1=CC(=C(C(=C1)OC)OC)OC 3-(4-Fluorophenyl)-1-(3,4,5-trimethoxyphenyl)prop-2-en-1-one